ClC(SN1C(=O)C2C(CC=CC2)C1=O)(Cl)Cl N-(trichloromethylthio)-4-cyclohexene-1,2-dicarboximide